(R)-N-(4-(3-methylmorpholino)pyridin-3-yl)-2-phenylimidazo[1,2-b]pyridazine-8-carboxamide C[C@@H]1COCCN1C1=C(C=NC=C1)NC(=O)C=1C=2N(N=CC1)C=C(N2)C2=CC=CC=C2